benzyl 4-[(3aS,7R,7aR)-7-hydroxy-2,2-dimethyl-4,6,7,7a-tetrahydro-3aH-[1,3]dioxolo[4,5-c]pyridin-5-yl]-4-oxo-butanoate O[C@H]1[C@@H]2[C@H](CN(C1)C(CCC(=O)OCC1=CC=CC=C1)=O)OC(O2)(C)C